naphtho[2,8-CDE]azulene C1=CC2=C3C4=C(C=CC=C13)C=CC=C4C=C2